C(#C)C=1C=NC2=C(C=C(C=C2C1)OC(C(=O)NCCC)SC)C 2-[(3-ethynyl-8-methyl-6-quinolinyl)oxy]-2-methylsulfanyl-N-propylacetamide